NCC(C(C)C)O 1-amino-3-methylbutan-2-ol